Ethyl 4-(((1s,4s)-4-((7-morpholino-1,6-naphthyridin-5-yl)oxy)cyclohexyl)amino)-2-((tetrahydro-2H-pyran-4-yl)amino)pyrimidine-5-carboxylate O1CCN(CC1)C1=NC(=C2C=CC=NC2=C1)OC1CCC(CC1)NC1=NC(=NC=C1C(=O)OCC)NC1CCOCC1